C1=CC=CC=2C3=CC=CC=C3C(C12)COC(=O)N[C@@H]1C[C@H](N(C1)C(=O)OC(C)(C)C)C(N)=O (2S,4R)-tert-butyl 4-((((9H-fluoren-9-yl)methoxy)carbonyl)amino)-2-carbamoylpyrrolidine-1-carboxylate